C(C=C)(=O)N1C[C@@H](N(C[C@H]1C)C1=NC(N(C2=CC(=C(C=C12)C#N)C1=C(C=CC(=C1)C)F)C=1C(=NC=CC1C)C(C)C)=O)C ((2S,5R)-4-acryloyl-2,5-dimethylpiperazin-1-yl)-7-(2-fluoro-5-methylphenyl)-1-(2-isopropyl-4-methylpyridin-3-yl)-2-oxo-1,2-dihydroquinazoline-6-carbonitrile